C(#N)C=1C=C(C=CC1)C1=NN2C(N=C(C=C2)NC(CC(C)(C)O)=O)=C1C1=CC(=NC(=C1)C)C N-[2-(3-Cyanophenyl)-3-(2,6-dimethyl-4-pyridyl)pyrazolo[1,5-a]pyrimidin-5-yl]-3-hydroxy-3-methyl-butanamide